(R)-5-(azidomethyl)-3-(3-fluoro-4-(4-(oxetan-3-yl)piperazin-1-yl)phenyl)oxazolidin-2-one N(=[N+]=[N-])C[C@H]1CN(C(O1)=O)C1=CC(=C(C=C1)N1CCN(CC1)C1COC1)F